4-(1-(2-cyanoethyl)-1H-pyrazol-4-yl)-1H-pyrrolo[2,3-b]pyridin C(#N)CCN1N=CC(=C1)C1=C2C(=NC=C1)NC=C2